3-(4-((2-(tert-butyl)-1H-imidazol-1-yl)methyl)phenyl)-5-isobutyl-4-methylthiophene-2-sulfonamide C(C)(C)(C)C=1N(C=CN1)CC1=CC=C(C=C1)C1=C(SC(=C1C)CC(C)C)S(=O)(=O)N